C[C@@H]1OC2=CC=CC=C2[C@H](C1)CS(=O)(=O)N |o1:1,9| ((2S*,4S*)-2-methylchroman-4-yl)methane-sulfonamide